C1(OCC(CCl)O1)=O 3-chloro-1,2-propylene carbonate